(2R)-1-[[2-[2-[tert-butyl(dimethyl)silyl]oxyethyl]-5-ethoxy-4-iodo-pyrazol-3-yl]methyl-cyclopropyl-amino]propan-2-ol [Si](C)(C)(C(C)(C)C)OCCN1N=C(C(=C1CN(C[C@@H](C)O)C1CC1)I)OCC